5-fluoro-4-(8-fluoro-4-isopropyl-2,3-dihydro-1,4-benzoxazin-6-yl)-N-[5-(4-piperidyl)-2-pyridyl]pyrimidin-2-amine FC=1C(=NC(=NC1)NC1=NC=C(C=C1)C1CCNCC1)C=1C=C(C2=C(N(CCO2)C(C)C)C1)F